S1C(=NC2=C1C=CC=C2)C=2C=C(OCCCCCC(=O)NO)C=CC2 6-(3-(benzo[d]thiazole-2-yl)phenoxy)-N-hydroxyhexanamide